2-(4-bromo-2-fluorophenyl)-1-methyl-4-(trifluoromethyl)-1H-imidazole BrC1=CC(=C(C=C1)C=1N(C=C(N1)C(F)(F)F)C)F